O=C1C2=C(OC13CCN(CC3)C(=O)OC(C)(C)C)C=CC=C2 tert-butyl 3-oxo-3H-spiro[benzofuran-2,4'-piperidine]-1'-carboxylate